1-((2R,3S,4R,SR)-4-((tert-butyldimethylsilyl)oxy)-3-fluoro-5-(hydroxymethyl)tetrahydrofuran-2-yl)-6-chloro-4-(3,3-difluoropyrrolidin-1-yl)-1H-pyrazolo[3,4-b]pyridine-5-carbonitrile [Si](C)(C)(C(C)(C)C)O[C@H]1[C@@H]([C@@H](O[C@H]1CO)N1N=CC=2C1=NC(=C(C2N2CC(CC2)(F)F)C#N)Cl)F |&1:12|